C1(CC1)N1N=CC(=C1)[C@H]1O[C@H](CN(C1)C1=CC2=C(N=C(N(C2=O)C)C)C(=N1)C=1C=NC(=CC1)C(F)F)C 6-((2R,6S)-2-(1-cyclopropyl-1H-pyrazol-4-yl)-6-methylmorpholino)-8-(6-(difluoromethyl)pyridin-3-yl)-2,3-dimethylpyrido[3,4-d]pyrimidin-4(3H)-one